Tert-butyl (8-bromo-[1,2,4]triazolo[1,5-a]pyridin-5-yl)carbamate BrC=1C=2N(C(=CC1)NC(OC(C)(C)C)=O)N=CN2